OC1=CC=2C=CC=3C=CC=CC3C2C2=C1C=CC=C2 5-hydroxybenzo[c]phenanthrene